(3R,4R)-3-fluoro-N-(7-methoxy-4-(1-methyl-3-phenyl-1H-pyrazol-4-yl)quinazolin-6-yl)-1-methylpiperidine-4-carboxamide F[C@H]1CN(CC[C@@H]1C(=O)NC=1C=C2C(=NC=NC2=CC1OC)C=1C(=NN(C1)C)C1=CC=CC=C1)C